5-(3-(4-((3-fluoro-5-(hydroxymethyl)benzyl)amino)butoxy)azetidin-1-yl)benzo[c][2,6]naphthyridine-8-carboxamide FC=1C=C(CNCCCCOC2CN(C2)C2=NC3=C(C4=CN=CC=C24)C=CC(=C3)C(=O)N)C=C(C1)CO